ClC1=C(CBr)C(=CC=C1)C(F)(F)F 2-Chloro-6-(trifluoromethyl)benzyl bromide